C1(=CC=CC=C1)C1=CC2=C3C4=C(C(=CC3=C(N=C2C=C1)C(F)(F)F)C1=CC=CC=C1)C=CC=C4 2,8-Diphenyl-6-(trifluoromethyl)benzo[k]phenanthridine